ClC=1C=C(C=CC1C)NC(N(C)C)=O 3-(3-chloro-4-methylphenyl)-N,N-dimethylurea